tert-butyl 3-[(2-methoxyacetyl)amino]-3-(2-pyridyl)azetidine-1-carboxylate COCC(=O)NC1(CN(C1)C(=O)OC(C)(C)C)C1=NC=CC=C1